[Br-].CC1=C(C(=CC=C1)C)NC(C[N+]1(CCCCC1)CC1=CC(=CC=C1)C(=O)OC)=O 1-(2-((2,6-dimethylphenyl)amino)-2-oxoethyl)-1-(3-(methoxycarbonyl)benzyl)piperidin-1-ium bromide